(E)-1-(2-bromo-1-chloro-2-iodovinyl)-4-trifluoromethylbenzene Br\C(=C(/Cl)\C1=CC=C(C=C1)C(F)(F)F)\I